4-(2-(((2S,4R)-4-((tert-butyldimethylsilyl)oxy)-1-methylpyrrolidin-2-yl)methoxy)-7-(naphthalen-1-yl)-5,6,7,8-tetrahydropyrido[3,4-d]pyrimidin-4-yl)piperazin-2-ylacetonitrile [Si](C)(C)(C(C)(C)C)O[C@@H]1C[C@H](N(C1)C)COC=1N=C(C2=C(N1)CN(CC2)C2=CC=CC1=CC=CC=C21)N2CC(NCC2)CC#N